C(/C1=CC=CC=C1)=C/1\C(N(C(C1)=O)C(CCC[NH-])CCCO)=O (E)-4-(3-benzylidene-2,5-dioxopyrrolidinyl)-N-hydroxyheptylamide